2-[(5-chlorothiophen-2-yl)sulfinyl]-1-(1,3-dihydro-2H-isoindol-2-yl)ethanone ClC1=CC=C(S1)S(=O)CC(=O)N1CC2=CC=CC=C2C1